C(C)[C@]1(C(NC(C1)=O)=O)C |r| (RS)-3-ethyl-3-methyl-pyrrolidine-2,5-dione